C(C1=CC=CC=C1)OC(=O)N1CCN(CC1)C1=C2CCN(C2=CC=C1)C(=O)OC(C)(C)C t-butyl 4-(4-benzyloxycarbonylpiperazin-1-yl)indoline-1-carboxylate